C(CCCCCCC)S(C1=NC=NC(=N1)NC1=CC(=C(C(=C1)C(C)(C)C)O)C(C)(C)C)CCCCCCCC 4-dioctylmercapto-6-(3,5-di-tert-butyl-4-hydroxyanilino)-1,3,5-triazine